C1CCC2=C(C=3CCCC3C=C12)NC(=O)N=S(=O)(N)C=1C=NN2C1OC(CC2)C N'-((1,2,3,5,6,7-hexahydro-s-indacen-4-yl)carbamoyl)-5-methyl-6,7-dihydro-5H-pyrazolo[5,1-b][1,3]oxazine-3-sulfonimidamide